NC1=CC=C(C=N1)C(=O)NCC=1N=C2N(C=C(C=C2)CNCC2CCCCC2)C1 6-amino-N-[(6-{[(cyclohexyl-methyl)amino]methyl}imidazo[1,2-a]pyridin-2-yl)methyl]pyridine-3-carboxamide